C(C)(C)(C)N1N=C(C=C1NC=1C=C2C(NC(C2=CC1)=O)=O)[C@@H]1C[C@@H](CC1)O 5-((1-(tert-butyl)-3-((1S,3R)-3-hydroxycyclopentyl)-1H-pyrazol-5-yl)amino)isoindoline-1,3-dione